Cl.N[C@H](C(=O)NC1=C(C=C(C=C1)S(NC(C)(C)C)(=O)=O)F)CC1=CC=CC=C1 (S)-2-amino-N-(4-(N-tert-butylsulfamoyl)-2-fluorophenyl)-3-phenylpropanamide hydrochloride